COC1=C(CN(C=2N=CN(C(C2C(=O)OC)=O)C2=C(C=NC=C2Cl)Cl)CC2=C(C=C(C=C2)OC)OC)C=CC(=C1)OC methyl 4-(bis(2,4-dimethoxybenzyl)amino)-1-(3,5-dichloropyridin-4-yl)-6-oxo-1,6-dihydropyrimidine-5-carboxylate